ClC=1C=C2C(C(=CN(C2=NC1N1[C@H](CCC1)COC1=NC=CC=C1Cl)C=1C=NC(=CC1)N1C(CC1)=O)C(=O)O)=O (R)-6-chloro-7-(2-(((3-chloropyridin-2-yl)oxy)methyl)pyrrolidin-1-yl)-4-oxo-1-(6-(2-oxoazetidin-1-yl)pyridin-3-yl)-1,4-dihydro-1,8-naphthyridine-3-carboxylic acid